C1(CCCCCN1)=O Cε-caprolactam